(S)-1-(4-fluorophenyl)-1-(2-(piperazin-1-yl)pyrimidin-5-yl)ethylamine hydrochloride Cl.FC1=CC=C(C=C1)[C@@](C)(C=1C=NC(=NC1)N1CCNCC1)N